C1(=CC=CC=C1)N(C1=CC=C(C=C1)C=1C=CC=2C(N(C(C3=CC=CC1C23)=O)CCC)=O)C2=CC=CC=C2 6-(4-(diphenylamino)phenyl)-2-propyl-1H-benzo[de]Isoquinoline-1,3(2H)-dione